N'-{5-bromo-6-[(trans-4-isopropylcyclohexyl)oxy]-2-methylpyridin-3-yl}-N-ethyl-N-methyl-formamidine BrC=1C=C(C(=NC1O[C@@H]1CC[C@H](CC1)C(C)C)C)N=CN(C)CC